CN1N=CC(=C1C1=CC=2N(C=C1)N=C(C2)NC(=O)C2CC2)COC2(CNC2)C(F)(F)F N-[5-[2-methyl-4-[[3-(trifluoromethyl)azetidin-3-yl]oxymethyl]pyrazol-3-yl]pyrazolo[1,5-a]pyridin-2-yl]cyclopropanecarboxamide